N-(3-fluoro-4-((1-isopropyl-2-oxo-2,3-dihydro-1H-imidazo[4,5-b]pyridin-7-yl)oxy)phenyl)-1-(naphthalen-1-yl)-5-(trifluoromethyl)-1H-pyrazole-4-carboxamide FC=1C=C(C=CC1OC1=C2C(=NC=C1)NC(N2C(C)C)=O)NC(=O)C=2C=NN(C2C(F)(F)F)C2=CC=CC1=CC=CC=C21